P(=O)(O)(O)CCCCCCCCCCCCP(O)(O)=O (12-phosphonododecyl)phosphonic acid